4-cyano-N-((1s,3s)-3-((5-(4-(hydroxymethyl)oxazol-2-yl)-1H-pyrrolo[2,3-b]pyridin-4-yl)amino)cyclobutyl)pyridine-2-sulfonamide C(#N)C1=CC(=NC=C1)S(=O)(=O)NC1CC(C1)NC1=C2C(=NC=C1C=1OC=C(N1)CO)NC=C2